6-chloro-2-methyl-N-(2-(4-methylpiperazin-1-yl)-5-nitrophenyl)pyrimidin-4-amine ClC1=CC(=NC(=N1)C)NC1=C(C=CC(=C1)[N+](=O)[O-])N1CCN(CC1)C